C(C(C)C)N1N=C(C(=C1CC(C)C)O)CC 1,5-Diisobutyl-3-ethyl-4-hydroxy-pyrazol